2-aminoethanesulfinic acid NCCS(=O)O